1-Methylcyclopropanecarbothioamide CC1(CC1)C(N)=S